NCCN(C)CC1=NN2C(CN(CC2)C(=O)C2CC(C2)(F)F)=C1C1CCC(CC1)(COC)COC (2-(((2-aminoethyl)(methyl)-amino)methyl)-3-(4,4-bis-(methoxymethyl)cyclohexyl)-6,7-dihydropyrazolo[1,5-a]-pyrazin-5(4H)-yl)(3,3-difluorocyclobutyl)-methanone